CC(CC[C@@H](C(=O)O)NC(C1=CN=C(C=C1)OC1=CC(=CC=C1)OCCOCCOCCNC(CCCC[C@@H]1SC[C@@H]2NC(N[C@@H]21)=O)=O)=O)(C)C (S)-5,5-dimethyl-2-(6-(3-(2-(2-(2-(5-((3aS,4S,6aR)-2-oxohexahydro-1H-thieno[3,4-d]imidazol-4-yl)pentanamido)ethoxy)ethoxy)ethoxy)phenoxy)nicotinamido)hexanoic acid